ClC1=C(C(=CC=C1)Cl)N1CC(C1)C1=CC(=C(CN2CCC(CC2)(O)C)C(=C1)C)C (4-(1-(2,6-dichlorophenyl)azetidin-3-yl)-2,6-dimethylbenzyl)-4-methylpiperidin-4-ol